N-(4-((2-(1,1-difluoroethyl)pyrimidin-4-yl)amino)-5-(6-methoxypyridazin-3-yl)pyridin-2-yl)acetamide FC(C)(F)C1=NC=CC(=N1)NC1=CC(=NC=C1C=1N=NC(=CC1)OC)NC(C)=O